(3-(5-chloropyrimidin-2-yl)-2-methoxyphenyl)carbamic acid tert-butyl ester C(C)(C)(C)OC(NC1=C(C(=CC=C1)C1=NC=C(C=N1)Cl)OC)=O